4-methoxy-2-((3-methoxyphenyl)thio)benzoic acid COC1=CC(=C(C(=O)O)C=C1)SC1=CC(=CC=C1)OC